[Br-].C(C=C)(=O)OCCO[N+](CC=CC1=CC=CC=C1)(CC)CC (2-(acryloyloxy)ethoxy)benzylidenetriethylammonium bromide